FC(C(=O)O)(F)F.N1N=C(C=2CNCCC21)C=O (4,5,6,7-tetrahydro-1H-pyrazolo[4,3-c]pyridin-3-yl)methanone trifluoroacetate